COC1=CC=C(CN(C2=CC(=C(C(=C2)Cl)CCCCC(=O)OC)C2=C(C=3N=C(N=C(C3C=N2)N2CC(CCC2)CCNC(=O)OC(C)(C)C)SC)F)CC2=CC=C(C=C2)OC)C=C1 methyl 5-(4-(bis(4-methoxybenzyl)amino)-2-(4-(3-(2-((tert-butoxycarbonyl)amino)ethyl)piperidin-1-yl)-8-fluoro-2-(methylthio)pyrido[4,3-d]pyrimidin-7-yl)-6-chlorophenyl)pentanoate